FC=1C(=C(C=C2CC[C@H](CC12)NCC1C(C1)C#N)O)N1S(NC(C1)=O)(=O)=O 2-({[(2R)-8-fluoro-6-hydroxy-7-(1,1,4-trioxo-1λ6,2,5-thiadiazolidin-2-yl)-1,2,3,4-tetrahydronaphthalen-2-yl]amino}methyl)cyclopropane-1-carbonitrile